NC(CCN(NC([C@H](CC(C)C)NC([C@H](C(C)(C)C)NC(C(F)(F)F)=O)=O)=O)C(C(F)Cl)=O)=O (2S)-N-((2S)-1-(2-(3-amino-3-oxopropyl)-2-(2-chloro-2-fluoroacetyl)hydrazinyl)-4-methyl-1-oxoPentan-2-yl)-3,3-dimethyl-2-(2,2,2-trifluoroacetamido)butanamide